C(=O)O[O-] Performate